(trifluoromethyl)imidazolidin FC(F)(F)N1CNCC1